ClC=1C=NN(C1C1=NN2C(N(C(CC2)=O)CC2=CC=C(C=C2)C=2N(C=C(N2)C(F)(F)F)C)=N1)C(C)C 2-(4-chloro-1-isopropyl-1H-pyrazol-5-yl)-4-(4-(1-methyl-4-(trifluoromethyl)-1H-imidazol-2-yl)benzyl)-6,7-dihydro-[1,2,4]triazolo[1,5-a]pyrimidin-5(4H)-one